CC1=NC(=NC=C1S(=O)(=O)N1C[C@H]2CN(C[C@@H]2C1)CC1CCOCC1)C(F)(F)F |r| Rac-(3aR,6aR)-2-((4-methyl-2-(trifluoromethyl)pyrimidin-5-yl)sulfonyl)-5-((tetrahydro-2H-pyran-4-yl)methyl)octahydropyrrolo[3,4-c]pyrrole